N-(6-amino-5-methyl-3-pyridyl)-2-[(2S,5R)-5-methyl-2-[3-(1-methyl-4-piperidyl)phenyl]-1-piperidyl]-2-oxo-acetamide NC1=C(C=C(C=N1)NC(C(=O)N1[C@@H](CC[C@H](C1)C)C1=CC(=CC=C1)C1CCN(CC1)C)=O)C